(4-nitrophenyl)benzo[d]thiazol-2-amine [N+](=O)([O-])C1=CC=C(C=C1)C1=CC=CC2=C1N=C(S2)N